1-(5-chloro-6-methylpyridin-2-yl)thiourea ClC=1C=CC(=NC1C)NC(=S)N